F[C@@H]1[C@@H]([C@@H](N(C1)C(=O)N(C)C)CC=1C(=C(C=CC1)C1=C(C(=CC=C1)F)F)F)NS(=O)(=O)C (2S,3R,4S)-4-fluoro-3-[(methanesulfonyl)amino]-N,N-dimethyl-2-[(2,2',3'-trifluoro[1,1'-biphenyl]-3-yl)methyl]pyrrolidine-1-carboxamide